NC=1N=NC(=CC1N1C[C@H](CCC1)C1=C(C=C(C(=O)OC)C=C1)F)C1=C(C=CC=C1)O |r| rac-Methyl 4-(1-(3-amino-6-(2-hydroxyphenyl)pyridazin-4-yl)piperidin-3-yl)-3-fluorobenzoate